(2R,3R,3aS,6R,6aR)-6-((2-amino-3-bromoquinolin-7-yl)oxy)-2-(4-methyl-7H-pyrrolo[2,3-d]pyrimidin-7-yl)hexahydro-3aH-cyclopenta[b]furan-3,3a-diol NC1=NC2=CC(=CC=C2C=C1Br)O[C@@H]1CC[C@]2([C@@H]1O[C@H]([C@@H]2O)N2C=CC1=C2N=CN=C1C)O